[C@H]1([C@H](O)[C@@H](O)[C@H](O)[C@H](O1)CO)O[C@H]([C@H](C=O)O)[C@H](O)[C@H](O)CO[C@@H]1[C@H](O)[C@@H](O)[C@H](O)[C@H](O1)CO α-D-Glucopyranosyl-(1→3)-[α-D-glucopyranosyl-(1→6)]-D-glucose